ClC=1C(N(C(=CC1OCC1=NC=C(C=C1F)F)C)C1=CC(=NC=C1C)C1=NC(=NC=C1)C1(CC1)O)=O 3-chloro-4-((3,5-difluoropyridin-2-yl)methoxy)-2'-(2-(1-hydroxycyclopropyl)pyrimidin-4-yl)-5',6-dimethyl-2H-[1,4'-bipyridin]-2-one